FC1=C(C(=C2C=CNC2=C1F)S(=O)(=O)C)OC=1C=CC(=C(C1)C=1NC=C(N1)[C@@]1(CCOC2=C(C=CC=C12)CC(C(=O)O)(C)C)C)F 3-[(4R)-4-[2-[5-[(6,7-difluoro-4-methylsulfonyl-1H-indol-5-yl)oxy]-2-fluoro-phenyl]-1H-imidazol-4-yl]-4-methyl-chroman-8-yl]-2,2-dimethyl-propanoic acid